FC(C=1N=CC(=NC1)O[C@H]1CC2(CN(C2)C(=O)N2CC3(C2)NC(OC3)=O)CC1)(F)F 2-[(6R)-6-[5-(trifluoromethyl)pyrazin-2-yl]oxy-2-azaspiro[3.4]octane-2-carbonyl]-7-oxa-2,5-diazaspiro[3.4]octan-6-one